hexaanimine iron [Fe].C(CCCCC)=N